((2,5-diethyl-1H-pyrrole-1-yl)methyl)-2,9-diethyl-1,2,3,9-tetrahydro-4H-carbazole C(C)C=1N(C(=CC1)CC)CC1C(CCC=2C3=CC=CC=C3N(C12)CC)CC